BrC1=CC=C(C=C1)N1CC2NC(C1)C2 3-(4-Bromophenyl)-3,6-diazabicyclo[3.1.1]heptane